[Si](C)(C)(C(C)(C)C)OCC=1N=NN(C1)C[Si](C)(C)C 4-(((tert-butyldimethylsilyl)oxy)methyl)-1-((trimethylsilyl)methyl)-1H-1,2,3-triazole